Cl.C1(=CC=CC=C1)C([C@@H](C(=O)OCC1=CC=CC=C1)NC(=O)[C@H]1NCCC1)C1=CC=CC=C1 Benzyl (S)-3,3-diphenyl-2-((S)-pyrrolidine-2-carboxamido)propanoate hydrochloride